[C@@H]12[C@@H](C[C@@H](CC1)C2)NC(=O)NCC2=CC(=NC=C2)N2C=NC(=C2)C(F)(F)F |r| 1-[rac-(1R,2R,4S)-2-bicyclo[2.2.1]heptanyl]-3-[[2-[4-(trifluoromethyl)imidazol-1-yl]pyridin-4-yl]methyl]urea